3-tert-butoxy-propionic acid methyl ester COC(CCOC(C)(C)C)=O